5-aminoimidazole-4-methylamine NC1=C(N=CN1)CN